4-(6-chloro-4-((thiophen-2-ylmethyl)amino)pyrido[3,4-d]Pyrimidin-2-yl)piperazine-1-carboxylic acid tert-butyl ester C(C)(C)(C)OC(=O)N1CCN(CC1)C=1N=C(C2=C(N1)C=NC(=C2)Cl)NCC=2SC=CC2